C(C=C)(=O)N1CC(CC1)C=1N=C(N2C(=NC=CC21)N)C=2C=CC(=NC2)C(=O)NC2=NC=CC=C2 5-(1-(1-acryloylpyrrolidin-3-yl)-5-aminoimidazo[1,5-c]pyrimidin-3-yl)-N-(pyridin-2-yl)pyridinecarboxamide